5-(1-methyl-1H-benzo[d][1,2,3]triazol-6-yl)-N-((1-methylcyclopropyl)methyl)pyrrolo[2,1-f][1,2,4]triazin-2-amine CN1N=NC2=C1C=C(C=C2)C=2C=CN1N=C(N=CC12)NCC1(CC1)C